C(C)SC=1C=C(C(=NC1OC)CC(C)NC(OC(C)(C)C)=O)OC tert-butyl (1-(5-(ethylthio)-3,6-dimethoxypyridin-2-yl)propan-2-yl)carbamate